3-(1H-indol-7-yl)-1-(4-{[(1H-indol-7-yl)carbamoyl]amino}phenyl)urea N1C=CC2=CC=CC(=C12)NC(NC1=CC=C(C=C1)NC(NC=1C=CC=C2C=CNC12)=O)=O